(1R,3S,5S)-3-amino-8-azabicyclo[3.2.1]Octane-8-carboxylic acid benzyl ester C(C1=CC=CC=C1)OC(=O)N1[C@H]2CC(C[C@@H]1CC2)N